N-[5-[4-[[5-[2-[tert-butyl(dimethyl)silyl]oxyethoxy]pyrimidin-2-yl]amino]cyclohexoxy]-7-morpholino-1,6-naphthyridin-3-yl]methanesulfonamide [Si](C)(C)(C(C)(C)C)OCCOC=1C=NC(=NC1)NC1CCC(CC1)OC1=C2C=C(C=NC2=CC(=N1)N1CCOCC1)NS(=O)(=O)C